1-pentyl-1H-indol C(CCCC)N1C=CC2=CC=CC=C12